4-(3-formyl-1H-pyrazol-1-yl)-2-trifluoromethylbenzonitrile C(=O)C1=NN(C=C1)C1=CC(=C(C#N)C=C1)C(F)(F)F